C(C)(=O)N[C@H](C(=O)N[C@H](C(=O)O)CCC(C)(C)C)CC=1N=CSC1 (2S)-2-[(2S)-2-acetamido-3-(1,3-thiazol-4-yl)propionylamino]-5,5-dimethylhexanoic acid